COC(C1=C(C(=CC=C1)C)NC(C1=CC=CC=C1)C1=CC=CC=C1)=O 2-(Benzhydryl-amino)-3-methylbenzoic acid methyl ester